ClC=1C(=NC(=NC1)N[C@@H]1C[C@H](C1)O)C1=CC=C2CN(C(C2=C1)=O)CC(=O)N[C@H](C)C1=CC(=CC=C1)OC 2-[6-(5-chloro-2-{[trans-3-hydroxycyclobutyl]-amino}pyrimidin-4-yl)-1-oxo-2,3-dihydro-1H-isoindol-2-yl]-N-[(1R)-1-(3-methoxyphenyl)-ethyl]acetamide